ethyl (S)-3-(5-fluoro-2',6'-dimethylbiphenyl-3-yl)-3-(3-(4-hydroxy-1-methyl-2-oxo-1,2-dihydro pyridin-3-yl)ureido)propanoate FC=1C=C(C=C(C1)C1=C(C=CC=C1C)C)[C@H](CC(=O)OCC)NC(=O)NC=1C(N(C=CC1O)C)=O